C(CCC)(=O)C1=CC(=C(C=N1)C=1C=2N(C3=CC(=NC=C3C1)NC(=O)[C@H]1[C@@H](C1)C=O)C=CN2)C (trans)-N-[4-(6-butyryl-4-methylpyridin-3-yl)imidazo[1,2-a]1,6-naphthyridin-8-yl]-2-formylcyclopropane-1-carboxamide